1-benzyl 4-ethyl 5-oxoazepane-1,4-dicarboxylate O=C1C(CCN(CC1)C(=O)OCC1=CC=CC=C1)C(=O)OCC